2-bromo-1-(4-hydroxyphenyl)ethanone BrCC(=O)C1=CC=C(C=C1)O